C1=C(C=CC2=CC(=CC=C12)C=1C=CC2=C(C1)C=1N=CN=C(C1O2)C2=CC(=CC=C2)C2=CC=CC1=C2SC2=C1C=CC=C2)C2=CC1=CC=CC=C1C=C2 8-[(2,2'-binaphthalen)-6-yl]4-[3-(dibenzothiophen-4-yl)phenyl]-[1]benzofuro[3,2-d]pyrimidine